2-([1,1'-biphenyl]-2-yl-(2-(t-butoxy)-2-oxoethyl)amino)-2-oxoacetic acid C1(=C(C=CC=C1)N(C(C(=O)O)=O)CC(=O)OC(C)(C)C)C1=CC=CC=C1